(1R,2S,Z)-9-(benzyloxy)-N-(2,4-difluorobenzyl)-2-methyl-8,10-dioxo-3,6,8,10-tetrahydro-2H-1,7-methanopyrido[1,2-b][1,2,5]triazecine-11-carboxamide C(C1=CC=CC=C1)OC=1C(C(=CN2N3[C@H](C\C=C/CN(C(C21)=O)C3)C)C(=O)NCC3=C(C=C(C=C3)F)F)=O